5-(N-(3-bromo-2-hydroxypropyl)acetamido)-N1,N3-bis(2,3-dihydroxypropyl)-2,4,6-triiodo-isophthalamide BrCC(CN(C(C)=O)C=1C(=C(C(=C(C(=O)NCC(CO)O)C1I)I)C(=O)NCC(CO)O)I)O